C(C)(C)(C)C=1C(=C(C=C(C1)C(C)(C)C)N1N=C2C(=N1)C=CC(=C2)Cl)O 2-(3',5'-di-tert.-butyl-2'-hydroxy-phenyl)-5-chlorobenzotriazole